OCCC(C=O)=C 4-hydroxy-2-methylene-butanal